1-(4-(hydroxymethyl)benzyl)pyrrolidin-2-one OCC1=CC=C(CN2C(CCC2)=O)C=C1